CC1(OCCCO1)C dimethyl-1,3-dioxan